3-(((tert-butoxycarbonyl)amino)methyl)-5-methylhexanoic acid C(C)(C)(C)OC(=O)NCC(CC(=O)O)CC(C)C